titanium dioxide silver [Ag+].[O-2].[O-2].[Ti+4]